ClC=1C=C(OC2CCN(CC2)C(CN2N=C(C=3CCCCC23)C(=O)N2C[C@@H]([C@H](CC2)O)F)=O)C=CC1 1-(4-(3-chlorophenoxy)piperidin-1-yl)-2-(3-((3S,4S)-3-fluoro-4-hydroxypiperidine-1-carbonyl)-4,5,6,7-tetrahydro-1H-indazol-1-yl)ethanone